tert-butyl 5-amino-4-(5-(2-fluoro-4-(4,4,5,5-tetramethyl-1,3,2-dioxaborolan-2-yl)phenyl)-2-oxooxazol-3(2H)-yl)-5-oxopentanoate NC(C(CCC(=O)OC(C)(C)C)N1C(OC(=C1)C1=C(C=C(C=C1)B1OC(C(O1)(C)C)(C)C)F)=O)=O